(7-amino-4-(4-methyl-oxazol-5-yl)-2-(pyridin-2-ylmethyl)-2H-pyrazolo[3,4-c]pyridin-5-yl)benzonitrile NC1=NC(=C(C=2C1=NN(C2)CC2=NC=CC=C2)C2=C(N=CO2)C)C2=C(C#N)C=CC=C2